NC=1N=C(N(C(C1SC=1C(=C(C(=O)OC)C=CC1)Cl)=O)C)N1CCC(CC1)(C)NC(=O)OC(C)(C)C Methyl 3-((4-amino-2-(4-((tert-butoxycarbonyl)amino)-4-methylpiperidin-1-yl)-1-methyl-6-oxo-1,6-dihydropyrimidin-5-yl)thio)-2-chlorobenzoate